4-Chloro-6-methyl-7,8-dihydro-6H-9-oxa-2,2a,5,6-tetraazabenzo[cd]azulene ClC=1N=C2C=3N(N=CC3OCCN2C)C1